C[C@@H]1CN(C[C@@H](O1)C)C(=O)C1=NN(C=2CCC(CC12)C(F)(F)F)CC(=O)N1CCN(CC1)C1=C(C(=CC=C1)C)C 2-{3-[(2R,6S)-2,6-dimethylmorpholine-4-carbonyl]-5-(trifluoromethyl)-4,5,6,7-tetrahydro-1H-indazol-1-yl}-1-[4-(2,3-dimethylphenyl)piperazin-1-yl]ethan-1-one